C(#N)C1(CC1)C=1C=C(C(=O)O)C=C(C1)OC(F)F 3-(1-cyanocyclopropyl)-5-(difluoromethoxy)benzoic acid